butyl 3-(2-bromo-6-chloropyridin-4-yl)-5-methylpiperazine-1-carboxylate BrC1=NC(=CC(=C1)C1CN(CC(N1)C)C(=O)OCCCC)Cl